N-(5-cyano-6-(2H-1,2,3-triazol-2-yl)pyridin-3-yl)-1-(quinolin-4-yl)-5-(trifluoromethyl)-1H-pyrazole-4-carboxamide C(#N)C=1C=C(C=NC1N1N=CC=N1)NC(=O)C=1C=NN(C1C(F)(F)F)C1=CC=NC2=CC=CC=C12